diethylene diacrylate C(C=C)(=O)O.C(C=C)(=O)O.C=C.C=C